tert-butyl 6-[[[1-(trifluoromethyl) cyclopropyl] amino] methyl]-2-azaspiro[3.3]heptane-2-carboxylate FC(C1(CC1)NCC1CC2(CN(C2)C(=O)OC(C)(C)C)C1)(F)F